N-(3-benzyloxy-6-bromo-pyrazin-2-yl)-1,3-dihydropyrrolo[3,4-c]pyridine-2-carboxamide C(C1=CC=CC=C1)OC=1C(=NC(=CN1)Br)NC(=O)N1CC=2C=NC=CC2C1